5-{(3R)-1-[1-(1-methyl-1H-pyrazol-3-yl)ethyl]-5',6'-dihydrospiro[pyrrolidine-3,4'-pyrrolo[1,2-b]pyrazol]-2'-yl}-3-(trifluoromethyl)pyridin-2-amine CN1N=C(C=C1)C(C)N1C[C@]2(CCN3N=C(C=C32)C=3C=C(C(=NC3)N)C(F)(F)F)CC1